CC=1C=C(C=CC1)CCC=C dl-m-methylphenyl-but-3-en